CC1N(CCN(C1C)C(=O)C1=C(C=C(C=C1)OC)F)C(=O)C1=C(C=C(C=C1)OC)F (2,3-dimethylpiperazin-1,4-diyl)bis((2-fluoro-4-methoxyphenyl)methanone)